ClC=1C=C(C=NC1N1N=CC=N1)NC(=O)C=1C=NN(C1C(F)(F)F)C1=CC=CC=2N1C(=CN2)C N-(5-chloro-6-(2H-1,2,3-triazol-2-yl)pyridin-3-yl)-1-(3-methylimidazo[1,2-a]pyridin-5-yl)-5-(trifluoromethyl)-1H-pyrazole-4-carboxamide